tert-butyl 2-(2-(difluoromethyl)-6-methylpyrimidin-4-yl)-2,6-diazaspiro[3.4]octane-6-carboxylate FC(C1=NC(=CC(=N1)N1CC2(C1)CN(CC2)C(=O)OC(C)(C)C)C)F